1-methyl-3-(pyrrolidin-1-ylmethyl)-5-(5,6,7,8-tetrahydronaphthalen-2-yl)-1H-1,2,4-triazole CN1N=C(N=C1C1=CC=2CCCCC2C=C1)CN1CCCC1